2-chloro-8-(propen-2-yl)imidazo[1,2-b]pyridazine-7-carboxylic acid ethyl ester C(C)OC(=O)C1=C(C=2N(N=C1)C=C(N2)Cl)C(=C)C